(1R*,3S*)-1-([1,1'-biphenyl]-3-ylmethyl)-3-amino-N-methoxy-N-methylcyclopentane-1-carboxamide hydrochloride Cl.C1(=CC(=CC=C1)C[C@]1(C[C@H](CC1)N)C(=O)N(C)OC)C1=CC=CC=C1 |o1:8,10|